ClC=1C=CC(=C(C1)CC(=O)NC1=CCN(C=C1)CC1=NC=C(C=C1)OC)O 4-[[2-(5-Chloro-2-hydroxyphenyl)acetyl]amino]-N-[(5-methoxy-2-pyridyl)methyl]pyridin